The molecule is the (1R,6S)-diastereomer of 1,6-dihydroxy-4-methylcyclohexa-2,4-diene-1-carboxylic acid. It is a conjugate acid of a (1R,6S)-1,6-dihydroxy-4-methylcyclohexa-2,4-diene-1-carboxylate. It is an enantiomer of a (1S,6R)-1,6-dihydroxy-4-methylcyclohexa-2,4-diene-1-carboxylic acid. CC1=C[C@@H]([C@](C=C1)(C(=O)O)O)O